C(=C)OC(CCCCCC)=O heptanoic acid vinylester